11-aminoundecenoic acid C(CCCCN)CCC/C=C/C(=O)O